1-[7-chloro-2-(methylsulfanyl)pyrido[4,3-d]pyrimidin-5-yl]pyrrolidine ClC1=CC=2N=C(N=CC2C(=N1)N1CCCC1)SC